2-(4-(7-chloro-1-methyl-2,3-dioxo-2,3-dihydropyrido[2,3-b]pyrazin-4(1H)-yl)piperidin-1-yl)-N-propylpyrimidine-5-sulfonamide ClC1=CC2=C(N(C(C(N2C)=O)=O)C2CCN(CC2)C2=NC=C(C=N2)S(=O)(=O)NCCC)N=C1